dimethyl-5-ethylpyridine-2,3-dicarboxylic acid CC1=C(C(=C(C(=N1)C(=O)O)C(=O)O)C)CC